2-heptyl-3-(2-aminopropyl)imidazoline C(CCCCCC)C1NCCN1CC(C)N